BrC=1C(=NC(=NC1)NC1=C(C=C(C(=C1)C)N1CCC(CC1)N1CCN(CC1)C)OC)NC1=C(C=CC=C1)C(C)(C)OC 5-Bromo-N2-(2-methoxy-5-methyl-4-(4-(4-methylpiperazin-1-yl)piperidin-1-yl)phenyl)-N4-(2-(2-Methoxypropan-2-yl)phenyl)pyrimidine-2,4-diamine